(5RS)-2-[3-Chloro-4-(trifluoromethoxy)benzyl]-3-oxo-2,3,5,6,7,8-hexahydro[1,2,4]triazolo[4,3-a]pyridin ClC=1C=C(CN2N=C3N(CCCC3)C2=O)C=CC1OC(F)(F)F